COC(=O)C1=CC2=C(C=N1)COC2(C)C2CC2 1-cyclopropyl-1-methyl-1,3-dihydrofuro[3,4-c]pyridine-6-carboxylic acid methyl ester